C(C1=CC=CC=C1)N1CC(NC(C1)COCC1=CC=CC=C1)(C)C 1-benzyl-5-((benzyloxy)methyl)-3,3-dimethylpiperazine